N-α-Fmoc-L-proline C1CC(N(C1)C(=O)OCC2C3=CC=CC=C3C4=CC=CC=C24)C(=O)O